methyl 5-bromo-2,3-dihydroxy-4-isopropyl-1,2,3,3a,4,8b-hexahydrocyclopenta[b]indole-7-carboxylate BrC1=CC(=CC=2C3C(N(C12)C(C)C)C(C(C3)O)O)C(=O)OC